Cl.FC1(O[C@H]([C@H](NC1([2H])[2H])CNC1=NC=C(N=C1)C(F)(F)F)C)F N-(((2S,3R)-6,6-difluoro-2-methylmorpholin-3-yl-5,5-d2)methyl)-5-(trifluoromethyl)pyrazin-2-amine hydrochloride